3-adamantanedimethanol C12(CC3(CC(CC(C1)C3)C2)CO)CO